(5-((3-fluorophenyl)(methyl)amino)-[1,2,4]triazolo[4,3-a]quinazolin-8-yl)methanol FC=1C=C(C=CC1)N(C1=NC=2N(C3=CC(=CC=C13)CO)C=NN2)C